F[C@@H]1CN(CC[C@@H]1NC=1C=2N(C=CC1)C(=C(N2)C#CCNC2=C(C=C(C(=O)NC)C=C2)OC)SC(F)(F)F)C 4-{[3-(8-{[(3R,4S)-3-fluoro-1-methylpiperidin-4-yl]amino}-3-[(trifluoromethyl)sulfanyl]imidazo[1,2-a]pyridin-2-yl)prop-2-yn-1-yl]amino}-3-methoxy-N-methylbenzamide